CC1=CC(=NN1)C1(NC(=NC2=CC=CC=C12)NC1=CC(=C(C=C1)F)F)N 4-(5-methyl-1H-pyrazol-3-yl)-N2-(3,4-difluorophenyl)quinazoline-2,4-diamine